9-mesityl-10-methylacridine-10-ium tetrafluoroborate F[B-](F)(F)F.C1(=C(C(=CC(=C1)C)C)C=1C2=CC=CC=C2[N+](=C2C=CC=CC12)C)C